N1(C=NC=C1)C=1N=C(C2=C(N1)C=C(N2)C)C(=O)NC2CCC(CC2)OCCOC 2-(1H-imidazol-1-yl)-N-((1r,4r)-4-(2-methoxyethoxy)cyclohexyl)-6-methyl-5H-pyrrolo[3,2-d]pyrimidine-4-carboxamide